t-Butyl 4-[5-(3-cyano-4-hydroxy-pyrazolo[1,5-a]pyridin-6-yl)-2-pyridyl]piperazine-1-carboxylate C(#N)C=1C=NN2C1C(=CC(=C2)C=2C=CC(=NC2)N2CCN(CC2)C(=O)OC(C)(C)C)O